COC1=C(C(=CC=C1)OC)N1C(=NC=2C1=NC(=CN2)C(CC(C)(OC2OCCCC2)C)S(=O)(=O)N)C2=NC(=CC=C2)OCC (1-(2,6-dimethoxyphenyl)-2-(6-ethoxypyridin-2-yl)-1H-imidazo[4,5-b]pyrazin-6-yl)-3-methyl-3-((tetrahydro-2H-pyran-2-yl)oxy)butane-1-sulfonamide